Dimethyl-naphthylsulfonium hexafluorophosphat F[P-](F)(F)(F)(F)F.C[S+](C1=CC=CC2=CC=CC=C12)C